pyrazolo[1,5-a]Pyridin-4-ol N1=CC=C2N1C=CC=C2O